FC=1C=C(C=C(C1)F)C(C#N)(C)C 2-(3,5-difluorophenyl)-2-methyl-propanenitrile